N=1N=CN(C1)C=1C=C(C=NC1)C=1N=NN(C1)CC1=CC=C2C=C(NC2=C1)CNCC1CCC1 1-(6-((4-(5-(4H-1,2,4-triazol-4-yl)pyridin-3-yl)-1H-1,2,3-triazol-1-yl)methyl)-1H-indole-2-yl)-N-(cyclobutylmethyl)methylamine